tert-butyl N-cyclopropyl-N-[1-[7-[[8-[(dimethylamino)methyl]-6-methyl-imidazo[1,2-a]pyrazin-2-yl]carbamoyl]-2-methyl-indazol-4-yl]-4-piperidyl]carbamate C1(CC1)N(C(OC(C)(C)C)=O)C1CCN(CC1)C=1C2=CN(N=C2C(=CC1)C(NC=1N=C2N(C=C(N=C2CN(C)C)C)C1)=O)C